Cl.FC1=CC=C(C=C1)C=1SC(=CN1)COCCCCCCN1C[C@@H]([C@H]([C@@H]([C@H](C1)O)O)O)O (3S,4R,5R,6S)-1-(6-{[2-(4-fluorophenyl)-1,3-thiazol-5-yl]methoxy}hexyl)-3,4,5,6-azepanetetrol hydrochloride